n-Docosyl caffeate C(\C=C\C1=CC(O)=C(O)C=C1)(=O)OCCCCCCCCCCCCCCCCCCCCCC